2-{[(2S)-1,4-Dioxacyclohexan-2-yl]methyl}-N-{[(2S,5S)-5-methyloxypentan-2-yl]methyl}-8-(trifluoromethyl)-4,5-dihydro-2H-furo[2,3-g]indazole-7-carboxamide O1[C@H](COCC1)CN1N=C2C3=C(CCC2=C1)OC(=C3C(F)(F)F)C(=O)NC[C@@H](C)CCCOC